(1E,2E)-2-(2-(3-fluorophenyl)hydrazono)-N-(piperidin-1-yl)ethan-1-imine FC=1C=C(C=CC1)N\N=C\C=N\N1CCCCC1